6-benzyl-4-bromo-1H-pyrazolo[3,4-c]Pyridin-7-one C(C1=CC=CC=C1)N1C(C2=C(C(=C1)Br)C=NN2)=O